ethyl-6-(3-acetyl-1-(2-((2S,4R)-2-(6-bromopyridin-2-ylcarbamoyl)4-fluoropyrrolidin-1-yl)-2-oxoethyl)-1H-indazol-5-yl)pyrazolo[1,5-a]pyrimidine-2-carboxylate C(C)OC(=O)C1=NN2C(N=CC(=C2)C=2C=C3C(=NN(C3=CC2)CC(=O)N2[C@@H](C[C@H](C2)F)C(NC2=NC(=CC=C2)Br)=O)C(C)=O)=C1